N=1C=C(N2C1C=NC=C2)CN2CCC1=CC=C(C=C21)C(=O)NC2=CC(=C(C=C2)OCC2COC2)C(F)(F)F 1-(imidazo[1,2-a]pyrazin-3-ylmethyl)-N-[4-(oxetan-3-ylmethoxy)-3-(trifluoromethyl)phenyl]indoline-6-carboxamide